5-(1-ethoxyvinyl)thiazole-2-carboxamide C(C)OC(=C)C1=CN=C(S1)C(=O)N